C(CCCCCCCCCCC)C1C(N(C(C1)=O)C1CC(NC(C1)(C)C)(C)C)=O 3-dodecyl-1-(2,2,6,6-tetramethyl-4-piperidinyl)-pyrrolidine-2,5-dione